SCC(C(=O)OCC(C)OC(C(CS)C)=O)C propylene glycol bis(3-mercaptoisobutyrate)